ClC1=CC=C2C[C@H](C(N(C2=C1OC1=C(C=CC=C1)Cl)C)=O)NC(=O)N ((3R)-7-chloro-8-(2-chlorophenoxy)-1-methyl-2-oxo-1,2,3,4-tetrahydroquinolin-3-yl)urea